C(CCC)N(C(=O)C=1C=C(N(C1C)C)C=1C=C2CCN(CC2=CC1C(=O)N1CC2=CC=CC=C2C[C@H]1CN1CCOCC1)C(=O)NC1=CC=CC=C1)CCCC 6-[4-(dibutylcarbamoyl)-1,5-dimethyl-1H-pyrrol-2-yl]-7-{[(3S)-3-(morpholin-4-ylmethyl)-3,4-dihydroisoquinolin-2(1H)-yl]carbonyl}-N-phenyl-3,4-dihydroisoquinoline-2(1H)-carboxamide